2-(2-fluoro-4-(3-(1-(5-propylpyrimidin-2-yl)piperidin-4-yl)propoxy)phenyl)-1-(3-(hydroxymethyl)azetidin-1-yl)ethan-1-one FC1=C(C=CC(=C1)OCCCC1CCN(CC1)C1=NC=C(C=N1)CCC)CC(=O)N1CC(C1)CO